4-(5-(3-bromopropoxy)-6-methoxybenzo[b]thiophen-2-yl)-2,2-dimethylbutyrate BrCCCOC1=CC2=C(SC(=C2)CCC(C(=O)[O-])(C)C)C=C1OC